4-(2-(6-(Difluoromethyl)imidazo[1,2-a]pyrazin-3-yl)pyrimidin-4-yl)morpholine-2-carboxamide FC(C=1N=CC=2N(C1)C(=CN2)C2=NC=CC(=N2)N2CC(OCC2)C(=O)N)F